ClC1=CC2=C(S1)[C@@]1(C[C@@H](N(CC1)C(=O)OC(C)(C)C)C)OCC2N2C(C1=CC=CC=C1C2=O)=O tert-butyl (2'S,7R)-2-chloro-4-(1,3-dioxoisoindolin-2-yl)-2'-methyl-spiro[4,5-dihydrothieno[2,3-c]pyran-7,4'-piperidine]-1'-carboxylate